CC1=CC=2N(C=C1)C(=CN2)C(=O)NC2=C(C=CC(=C2)C2=NOC(=N2)CCC(C)=O)C 7-methyl-N-(2-methyl-5-(5-(3-oxobutyl)-1,2,4-oxadiazol-3-yl)phenyl)imidazo[1,2-a]pyridine-3-carboxamide